P(O)(O)(O)=O.[Ca] calcium compound with phosphoric acid